7-chloro-2-methyl-5-[3-(trifluoromethyl)-1-bicyclo[1.1.1]pentanyl]-1,6-naphthyridine ClC1=NC(=C2C=CC(=NC2=C1)C)C12CC(C1)(C2)C(F)(F)F